NC=1C(=C2N=CC(N(C2=CC1)[C@@H](C)C1=CC(=CC=C1)OC(F)(F)F)=O)F 6-amino-5-fluoro-1-[(1S)-1-[3-(trifluoromethoxy)phenyl]ethyl]quinoxalin-2-one